tert-butyl 4-((6-bromo-2-formyl-3-(methoxycarbonyl)phenoxy)methyl)-3,6-dihydropyridine-1(2H)-carboxylate BrC1=CC=C(C(=C1OCC=1CCN(CC1)C(=O)OC(C)(C)C)C=O)C(=O)OC